methyl 8-(naphthalene-1-sulfonamido)chromane-2-carboxylate C1(=CC=CC2=CC=CC=C12)S(=O)(=O)NC=1C=CC=C2CCC(OC12)C(=O)OC